1-(2-chlorophenyl)-7-cyclopropyl-6-methyl-quinazolin-2,4(1H,3H)-dione ClC1=C(C=CC=C1)N1C(NC(C2=CC(=C(C=C12)C1CC1)C)=O)=O